FC1=CC=C(C=C1)N1N=CC=2C[C@]3(C(=CC12)CCC(C3)=O)C(=O)OCC ethyl (S)-1-(4-fluorophenyl)-6-oxo-1,4,5,6,7,8-hexahydro-4aH-benzo[f]indazole-4a-carboxylate